methyl 6-((1-acetylpiperidin-4-yl) amino)-2-ethylpyrimidine-4-carboxylate C(C)(=O)N1CCC(CC1)NC1=CC(=NC(=N1)CC)C(=O)OC